S(=O)(=O)(C1=CC=C(C)C=C1)N1C=CC=2C1=NC(=CC2)NC(OC(C)(C)C)=O tert-butyl (1-tosyl-1H-pyrrolo[2,3-b]pyridin-6-yl)carbamate